(2S)-2-amino-3-{1-[(pyridin-4-yl)methyl]-1H-indol-3-yl}propanoic acid N[C@H](C(=O)O)CC1=CN(C2=CC=CC=C12)CC1=CC=NC=C1